1-oxo-6-hydroxyisochroman O=C1OCCC2=CC(=CC=C12)O